ClC=1C(N(N=CC1NC[C@H]1COCCC1)C1CCN(CC1)S(=O)(=O)C1=CC(=C(C=C1)N(C)C)C)=O (2S)-4-chloro-2-[1-[4-(dimethylamino)-3-methyl-phenyl]sulfonyl-4-piperidyl]-5-[[(3S)-tetrahydropyran-3-yl]methylamino]pyridazin-3-one